1-(4-bromothiophen-3-yl)-N-(8,9-difluoro-6-oxo-1,4,5,6-tetrahydro-2H-pyrano[3,4-c]isoquinolin-1-yl)-N-methylazetidin-3-carboxamide BrC=1C(=CSC1)N1CC(C1)C(=O)N(C)C1COCC=2NC(C=3C=C(C(=CC3C21)F)F)=O